triethylene glycol dilaurate C(CCCCCCCCCCC)(=O)OCCOCCOCCOC(CCCCCCCCCCC)=O